C(=C)(C)C=1C(C(C(=O)N=C=O)C=CC1)(C)C m-isopropenyl-2,2-dimethyl-benzoyl isocyanate